C1(=CC=CC=C1)C#CC=1C=NC=2CCC[C@@]3(C2C1)CNC(O3)=O |r| (rac)-3'-(Phenylethynyl)-7',8'-dihydro-6'H-spiro[oxazolidine-5,5'-quinolin]-2-one